N-{4-[(4-chloro-3-fluorophenylamino)methyl]-2-fluorophenyl}butyramide ClC1=C(C=C(C=C1)NCC1=CC(=C(C=C1)NC(CCC)=O)F)F